5-methyl-1,2,3-triazine CC=1C=NN=NC1